C(C)(C)(C)C1CCC(CC1)(C=C)OC(C)=O Acetic acid 4-(tert-butyl)-1-vinylcyclohexyl ester